CN(C(=O)C1=CC2=C(N=CN=C2)N1)C 7H-pyrrolo[2,3-d]pyrimidine-6-carboxylic acid dimethylamide